(1R,3aR,6aS)-N-((S)-4-hydroxy-3-oxo-1-((R)-2-oxopyrrolidin-3-yl)butan-2-yl)-2-((R)-5-oxo-2-phenylpyrrolidine-2-carbonyl)octahydrocyclopenta[c]pyrrole-1-carboxamide OCC([C@H](C[C@@H]1C(NCC1)=O)NC(=O)[C@@H]1N(C[C@H]2[C@@H]1CCC2)C(=O)[C@]2(NC(CC2)=O)C2=CC=CC=C2)=O